C(C)(C)C1=CC=CC(=C1)C(C)C 2,4-diisopropyl-benzene